COC=1C=C(C=NC1OC)NC1=C2C=C(NC2=CC(=C1)C(C)=O)C(=O)OCC Ethyl 4-((5,6-dimethoxypyridin-3-yl) amino)-6-acetyl-1H-indole-2-carboxylate